C(C)(C)C1=C(NC2=CC=C(C=C12)C1CCN(CC1)C1COC1)C=1C=CC=2N(C1)C=NN2 6-(3-isopropyl-5-(1-(oxetan-3-yl)piperidin-4-yl)-1H-indol-2-yl)-[1,2,4]triazolo[4,3-a]pyridine